tert-butyl (R)-3-methyl-5-oxoazepane-1-carboxylate C[C@H]1CN(CCC(C1)=O)C(=O)OC(C)(C)C